OC=1C(=NC=CC1OC)C(=O)N[C@H](C(=O)[O-])C (2S)-2-[(3-hydroxy-4-methoxy-pyridine-2-carbonyl) amino]Propionate